ClC1=NC=NC2=CC(=C(C=C12)OC)OCC 4-chloro-7-ethoxy-6-methoxyquinazoline